N-[4-(3-chloro-2-fluoro-anilino)-7-[2-[(1s,5r)-3-methyl-3-azabicyclo[3.1.0]hexane-1-yl]ethynyl]-quinazolin-6-yl]but-2-enamide ClC=1C(=C(NC2=NC=NC3=CC(=C(C=C23)NC(C=CC)=O)C#C[C@]23CN(C[C@@H]3C2)C)C=CC1)F